6-butyloxymethoxy-1,3-dimethylhexylmagnesium bromide C(CCC)OCOCCCC(CC(C)[Mg]Br)C